NC=1C2=C(N=CN1)N(C=C2C=2C=C(CC(C)S(=O)(=O)N)C=CC2)C2CC(C2)CN2CCC2 (3-(4-amino-7-((1s,3s)-3-(azetidin-1-ylmethyl)cyclobutyl)-7H-pyrrolo[2,3-d]pyrimidin-5-yl)benzyl)ethanesulfonamide